C(C)(C)(C)C1=CC=C(C=C1)C1=NC2=C(N1)C=CC=C2Br 2-(4-tert-Butylphenyl)-4-bromo-1H-benzo[d]imidazole